3-(4-((8-(diethylamino)octyl)thio)-6-fluoro-1-oxoisoindolin-2-yl)piperidine-2,6-dione C(C)N(CCCCCCCCSC1=C2CN(C(C2=CC(=C1)F)=O)C1C(NC(CC1)=O)=O)CC